4-(2-pyridylmercapto)pentanoic acid N1=C(C=CC=C1)SC(CCC(=O)O)C